CN(CCC1CCNCC1)CC1CCN(CC1)C(=O)[O-] 4-((methyl(2-(Piperidin-4-yl)ethyl)amino)methyl)piperidine-1-carboxylate